IC1=CC=C(C=C1)\C=C\C(=O)C1=CC=C(C=C1)C1C2(CCC(C1)C2(C)C)C Trans-4-Iodo-4'-Bornyl-Chalcone